OC=1C=C(CNC(C2=C(C(=CC=C2)O)O)=O)C=CC1O dihydroxybenzoic acid N-(3,4-dihydroxybenzyl)amide